C(C)OC(=O)[C@@H]1CN(CCC1)C([C@@H](NC1=CC=C2C(=CNC(C2=C1)=O)C1=C(C=C(C=C1)F)Cl)C)=O.ClC1=CC=C(OC2=NC=C(C=C2)C=2N=NNN2)C=C1 2-(4-chlorophenoxy)-5-(2H-tetrazol-5-yl)pyridine Ethyl-(3S)-1-((4-(2-chloro-4-fluorophenyl)-1-oxo-1,2-dihydroisoquinolin-7-yl)alanyl)piperidine-3-carboxylate